4-(((5-(3-fluoro-4-(trifluoromethyl)phenyl)-1,3,4-thiadiazol-2-yl)methyl)thio)-2-methylphenol FC=1C=C(C=CC1C(F)(F)F)C1=NN=C(S1)CSC1=CC(=C(C=C1)O)C